(9Z,12Z)-octadecane-9,12-diene CCCCCCCC\C=C/C\C=C/CCCCC